Cl.CN1CCC(CC1)OC=1C=C2CCNCC2=CC1 6-((1-Methylpiperidin-4-yl)oxy)-1,2,3,4-tetrahydroisoquinoline hydrochloride